amyl caproate (amyl caproate) C(CCCC)C(C(=O)O)CCCC.C(CCCCC)(=O)OCCCCC